3-(3,4-dimethoxy-phenyl)-N-propyl-imidazo[1,2-b]pyridazin-6-amine COC=1C=C(C=CC1OC)C1=CN=C2N1N=C(C=C2)NCCC